C(C)(=O)OC(CCCC(=O)OC)C methyl 5-acetyloxyhexanoate